O1CC(CC1)OC=1C=C(OC2=CC=NC3=CC(=CC=C23)OC)C=C(C1)OC1COCC1 4-(3,5-bis((tetrahydrofuran-3-yl)oxy)phenoxy)-7-methoxyquinoline